(+-)-2-[4-(1,3-dioxo-2-isoindolinyl)phenyl]butanoic acid O=C1N(C(C2=CC=CC=C12)=O)C1=CC=C(C=C1)[C@H](C(=O)O)CC |r|